OC[C@H]1N(C/C(/C1)=N/OC)C(=O)C1=CC(=C(C=C1)C1=C(C(=CC=C1)C#N)C)OCCOC (S,E)-4'-(2-(Hydroxymethyl)-4-(methoxyimino)pyrrolidine-1-carbonyl)-2'-(2-methoxyethoxy)-2-methyl-[1,1'-biphenyl]-3-carbonitrile